NN1C(=NNC1=S)C 4-amino-3-methyl-1,2,4-triazole-5-thione